O=C1N(CCC(N1)=O)C1=CC2=C(N(C(O2)=O)CCC(=O)O)C=C1 3-[6-(2,4-dioxohexahydropyrimidin-1-yl)-2-oxo-1,3-benzoxazol-3-yl]propanoic acid